3-(5-(3-(4-(4-(4-amino-3-(4-phenoxyphenyl)-3a,7a-dihydro-1H-pyrazolo[3,4-d]pyrimidin-1-yl)piperidine-1-carbonyl)piperazin-1-yl)azetidin-1-yl)-1-oxoisoindolin-2-yl)piperidine-2,6-dione NC=1C2C(N=CN1)N(N=C2C2=CC=C(C=C2)OC2=CC=CC=C2)C2CCN(CC2)C(=O)N2CCN(CC2)C2CN(C2)C=2C=C1CN(C(C1=CC2)=O)C2C(NC(CC2)=O)=O